N-[[6-({6-azaspiro[2.5]octan-6-yl}methyl)imidazo[1,2-a]pyridin-2-yl]methyl]-4-oxo-4H-pyrido[1,2-a]pyrimidine-2-carboxamide C1CC12CCN(CC2)CC=2C=CC=1N(C2)C=C(N1)CNC(=O)C=1N=C2N(C(C1)=O)C=CC=C2